2-((S)-2-benzylpyrrolidin-1-yl)-6-((S)-2-methylmorpholino)pyrimidin-4(3H)-one C(C1=CC=CC=C1)[C@H]1N(CCC1)C1=NC(=CC(N1)=O)N1C[C@@H](OCC1)C